NC1=CC=C(C=C1O)CC 6-amino-m-ethyl-phenol